C(CCCCCC=C)[C@](N)(C)C(=O)O 2-(7-octenyl)alanine